C(C)(=O)C=1C=CC(=NC1)C(=O)Cl 5-Acetylpicolinic chloride